CP1(C(=CC(C1)C)C)=O 1,2,4-trimethyl-1-oxophospholene